(4-((S)-2-methyl-5-oxopyrrolidin-1-yl) piperidin-1-yl)-2-azaspiro[3.4]octane-2-carboxylate C[C@@H]1N(C(CC1)=O)C1CCN(CC1)C1N(CC12CCCC2)C(=O)[O-]